CC(C(=O)[O-])(C)OC.[Hf+4].CC(C(=O)[O-])(C)OC.CC(C(=O)[O-])(C)OC.CC(C(=O)[O-])(C)OC hafnium methylmethoxypropionate